methoxy-ε-caprolactone COC1C(=O)OCCCC1